rac-((2R,5S)-5-(4-fluorophenyl)-2-methylpiperazin-1-yl)(1-methylcyclopropyl)methanone FC1=CC=C(C=C1)[C@@H]1NC[C@H](N(C1)C(=O)C1(CC1)C)C |r|